N-(4-(4-amino-3-(3-fluoro-4-((4-methylpyrimidin-2-yl)oxy)phenyl)-7-(1-methyl-1H-imidazol-5-yl)thieno[3,2-c]pyridin-2-yl)phenyl)methacrylamide NC1=NC=C(C2=C1C(=C(S2)C2=CC=C(C=C2)NC(C(=C)C)=O)C2=CC(=C(C=C2)OC2=NC=CC(=N2)C)F)C2=CN=CN2C